trans-N-(5-(3-(4-Chlorophenyl)-7'-fluoro-3'-methyl-2'-oxo-2',3'-dihydrospiro[cyclobutane-1,1'-pyrrolo[2,3-c]quinolin]-8'-yl)-2-(2-(isopropylamino)ethoxy)pyridin-3-yl)methanesulfonamide ClC1=CC=C(C=C1)C1CC2(C(N(C=3C=NC=4C=C(C(=CC4C32)C=3C=C(C(=NC3)OCCNC(C)C)NS(=O)(=O)C)F)C)=O)C1